CC=1C(=C(C=CC1)P([O-])([O-])=O)C(C1=C(C=C(C=C1C)C)C)=O methyl-2,4,6-trimethylbenzoylphenylphosphonate